C(=O)C=1C=C(N=NC1)NC(OC(C)(C)C)=O tert-Butyl N-(5-formylpyridazin-3-yl)carbamate